C(C)(C)(C)OC(NC1=CC(=CC=C1)NC(=O)C1=NC(=CC=C1)Br)=O.C(C)(=O)NC1=CC=C(C=C1)C=1C=NC=CC1 3-(4-acetamidophenyl)pyridine tert-butyl-N-[3-[(6-bromopyridine-2-carbonyl)amino]phenyl]carbamate